C(C=C)(=O)NC1=C(C=CC=C1)NC1=NC(=NC=C1C(=O)NC1=C(C=CC=C1C)Cl)NC1=C(C=CC=C1)N1CCN(CC1)C 4-((2-acrylamidophenyl)amino)-N-(2-chloro-6-methylphenyl)-2-((2-(4-methylpiperazin-1-yl)phenyl)amino)pyrimidine-5-carboxamide